4-methyl-2-(methylamino)-1,3-thiazole-5-sulfonyl chloride CC=1N=C(SC1S(=O)(=O)Cl)NC